C(C)SC(=S)SC(C(=O)O)(C)C 2-(ethylmercaptothioformyl-thio)-2-methylpropanoic acid